acetic acid chloride C(C)(=O)Cl